rel-2-allyl-1-(6-(((2R,4R)-1,2-dimethylpiperidin-4-yl)oxy)pyridin-2-yl)-6-((1-methyl-1H-indazol-5-yl)amino)-1,2-dihydro-3H-pyrazolo[3,4-d]pyrimidin-3-one C(C=C)N1N(C2=NC(=NC=C2C1=O)NC=1C=C2C=NN(C2=CC1)C)C1=NC(=CC=C1)O[C@H]1C[C@H](N(CC1)C)C |o1:31,33|